3-(2,4-Dinitrophenyl)-2-oxopropionic acid [N+](=O)([O-])C1=C(C=CC(=C1)[N+](=O)[O-])CC(C(=O)O)=O